methyl 2-{[(1,2,3,5,6,7-hexahydro-s-indacen-4-yl)carbamoyl]amino}-3-(1H-imidazol-1-yl)propanoate C1CCC2=C(C=3CCCC3C=C12)NC(=O)NC(C(=O)OC)CN1C=NC=C1